7-(bromomethyl)-3-((3-isopropoxy-3-oxopropyl)amino)benzo[e][1,2,4]triazine BrCC1=CC2=C(N=C(N=N2)NCCC(=O)OC(C)C)C=C1